C(C)(C)ON=C(C)C=1C(=NC=C(C1)Br)OC 1-(5-bromo-2-methoxypyridin-3-yl)ethan-1-one O-isopropyl oxime